2-chloro-4-(cyanomethyl)-6-methoxybenzoic acid methyl ester COC(C1=C(C=C(C=C1OC)CC#N)Cl)=O